N-[5-[[(3R)-3-[(5-fluoropyrimidin-2-yl)methyl]-1-piperidinyl]methyl]thiazol-2-yl]acetamide FC=1C=NC(=NC1)C[C@@H]1CN(CCC1)CC1=CN=C(S1)NC(C)=O